C(C)(C)(C)N\C=C/1\C(OC2=C(C1=O)C=C(C=C2)C)CC2=CN=C(O2)C2=CC=C(C=C2)I (Z)-3-((tert-butylamino)methylene)-2-((2-(4-iodophenyl)oxazol-5-yl)methyl)-6-methylbenzopyran-4-one